C(C=C)[Si](C)(C)CC=C di(2-propenyl)dimethyl-silane